FC=1C=CC(=C(OCC(=O)OCC)C1)CNC(=O)[C@H]1N(C[C@@H](C1)O)C([C@H](C(C)(C)C)NC(=O)C1(CC1)F)=O 1-Ethyl 2-(5-fluoro-2-(((2S,4R)-1-((S)-2-(1-fluorocyclopropanecarboxamido)-3,3-dimethylbutanoyl)-4-hydroxypyrrolidine-2-carboxamido)methyl)phenoxy)acetate